N[C@H](C(=O)OC(C)(C)C)CC(N)=O tert-Butyl (2S)-2-amino-3-carbamoylpropanoate